NC1=NC=2C=CC(=CC2C2=C1CCC2)C(=O)N([C@@H](C)C2=NC=CC=N2)CC=2N=NC(=CC2)OC (S)-4-amino-N-((6-methoxypyridazin-3-yl)methyl)-N-(1-(pyrimidin-2-yl)ethyl)-2,3-dihydro-1H-cyclopenta[c]quinoline-8-carboxamide